3-amino-7-(4-methyl-6-propanoylpyridin-3-yl)isoquinoline-6-carbonitrile NC=1N=CC2=CC(=C(C=C2C1)C#N)C=1C=NC(=CC1C)C(CC)=O